C(C1=CC=CC=C1)OC(=O)[C@H]1NC[C@@H](C1)C(F)F (2S,4R)-4-(difluoromethyl)pyrrolidine-2-carboxylic acid benzyl ester